NC1=C(C=CC=C1)C1=CC=CC=C1 amino-[1,1'-biphenyl]